6-(3-Chloro-6-(difluoromethyl)-2-fluorophenyl)-N-(1-(1-(2-((S)-2-((3-hydroxy-3-methylazetidin-1-yl)methyl)azetidin-1-yl)pyrimidin-5-yl)ethyl)-1H-pyrazol-4-yl)pyrazine-2-carboxamide ClC=1C(=C(C(=CC1)C(F)F)C1=CN=CC(=N1)C(=O)NC=1C=NN(C1)C(C)C=1C=NC(=NC1)N1[C@@H](CC1)CN1CC(C1)(C)O)F